4-bromo-3-difluoromethylbenzoic acid BrC1=C(C=C(C(=O)O)C=C1)C(F)F